ethyl 5-(2-amino-4-ethylphenyl)-2-(4-(difluoromethoxy) benzyl)-1-methyl-1H-imidazole-4-carboxylate NC1=C(C=CC(=C1)CC)C1=C(N=C(N1C)CC1=CC=C(C=C1)OC(F)F)C(=O)OCC